N-bromoacetyl-39-amino-4,7,10,13,16,19,22,25,28,31,34,37-dodecaoxanonatriacontanoic acid BrCC(=O)NCCOCCOCCOCCOCCOCCOCCOCCOCCOCCOCCOCCOCCC(=O)O